1-(9Z-hexadecenoyl)-2-(11Z-docosenoyl)-glycero-3-phosphocholine CCCCCCCCCC/C=C\CCCCCCCCCC(=O)O[C@H](COC(=O)CCCCCCC/C=C\CCCCCC)COP(=O)([O-])OCC[N+](C)(C)C